N2-phenethyloxalamide C(CC1=CC=CC=C1)NC(C(=O)N)=O